C[C@H](C(=O)NC=1C=C(C(=O)N[C@H](C(N2CC=CCC2C=2C=NC=CC2)=O)CC2=CC=CC=C2)C=CC1)CC 3-((S)-2-methylbutanamido)-N-((2S)-1-oxo-3-phenyl-1-(6-(pyridin-3-yl)-5,6-dihydropyridin-1(2H)-yl)propan-2-yl)benzamide